(6-(4-phenyl-6-(pyridin-3-yl)-1,3,5-triazin-2-yl)pyridin-3-yl)boronic acid C1(=CC=CC=C1)C1=NC(=NC(=N1)C=1C=NC=CC1)C1=CC=C(C=N1)B(O)O